NC(C(C(=O)O)O)CC1=CC=CC=C1 3-amino-2-hydroxy-4-phenylbutyric acid